3,3'-dodecamethylenebis[1-(4-vinylbenzyl)-5-amino-1H-1,2,4-triazole] C(=C)C1=CC=C(CN2N=C(N=C2N)CCCCCCCCCCCCC2=NN(C(=N2)N)CC2=CC=C(C=C2)C=C)C=C1